NC[C@@H]1[C@@H]([C@@H]([C@@H](C(O1)OC)NC(C(F)(F)F)=O)O)O N-((3S,4R,5R,6R)-6-(aminomethyl)-4,5-dihydroxy-2-methoxytetrahydro-2H-pyran-3-yl)-2,2,2-trifluoroacetamide